4-tetrahydropyranyl isocyanate O1CCC(CC1)N=C=O